ClC1=C(C=CC(=N1)C(=O)NC=1SC2=C(N1)C=CC(=C2)C(=O)O)C 2-(6-chloro-5-methylpicolinamido)benzo[d]thiazole-6-carboxylic acid